ClC=1C(=NC(=NC1)NC1CCOCC1)C1=CC=C2CN(C(C2=C1)=O)CC(N1CCCC1)=O 6-{5-chloro-2-[(oxacyclohex-4-yl)amino]pyrimidin-4-yl}-2-[2-oxo-2-(pyrrolidin-1-yl)ethyl]-2,3-dihydro-1H-isoindol-1-one